7-(3,3-dimethylbutanoyl)-4-(tert-butyl)aminocyclohepta[7,6-b]indole oxalate C(C(=O)O)(=O)O.CC(CC(=O)C1=CC2=NC3=C(C=CC=C3C2=CC=C1)NC(C)(C)C)(C)C